Cl.C(C)(=O)ONC(=N)C=1C=C(SC1)CNC(=O)[C@H]1N[C@H]2C[C@]2(C1)C (1S,3S,5S)-N-((4-(N-acetoxycarbamimidoyl)thiophen-2-yl)methyl)-5-methyl-2-azabicyclo[3.1.0]-hexane-3-carboxamide hydrochloride